3-methyl-2-((S)-N-methyl-2-(methylamino)propanamido)butanamide CC(C(C(=O)N)N(C([C@H](C)NC)=O)C)C